ClCC1=NC=CC=C1C(=O)OC methyl 2-(chloromethyl)pyridine-3-carboxylate